C(C(=O)O)(=O)O.CC1=NC(=NO1)C=1N=C(SC1)OCCCN1CCN(CC1)C1=NSC2=C1C=CC=C2 3-(4-{3-[4-(5-methyl-[1,2,4]oxadiazol-3-yl)-thiazol-2-yloxy]-propyl}-piperazin-1-yl)-benzo[d]isothiazole oxalate